3,3'-dibromodiphenyl ether C1=CC(=CC(=C1)Br)OC2=CC(=CC=C2)Br